IC=1C=C(C=C(C1OC=1C=CC2=C(N(C=N2)C)C1)I)N1N=C(C(NC1=O)=O)C#N 2-(3,5-diiodo-4-((1-methyl-1H-benzo[d]imidazol-6-yl)oxy)phenyl)-3,5-dioxo-2,3,4,5-tetrahydro-1,2,4-triazine-6-carbonitrile